(R)-8-fluoro-3-({2-fluoro-3-[(methylsulfamoyl)amino]phenyl}methyl)-4-methyl-7-(pyrimidin-2-yloxy)-3,4-dihydro-2H-1,3-benzoxazin-2-one FC1=C(C=CC=2[C@H](N(C(OC21)=O)CC2=C(C(=CC=C2)NS(NC)(=O)=O)F)C)OC2=NC=CC=N2